O=C(C(=O)O)CCCC α-keto-caproic acid